C(C)C1=CC=CC2=C1C=NC1=C(O2)C=CC=C1 ethyldibenzo[b,f][1,4]oxazepine